C(C)(C)(C)OC(=O)N/C(/N1[C@@H]([C@H](CC1)O)C1=NC(=NO1)C1=CC2=CC=C(C=C2C=C1)OCC(C)C)=N/C(OC(C)(C)C)=O Tert-butyl ((Z)-((tert-butoxycarbonyl)amino)((2S,3S)-3-hydroxy-2-(3-(6-isobutoxynaphthalen-2-yl)-1,2,4-oxadiazol-5-yl)pyrrolidin-1-yl)methylene)carbamate